ethyl 2-(diethoxyphosphoryl)propanoate C(C)OP(=O)(OCC)C(C(=O)OCC)C